BrC1=CC2=C(N=CO2)C=C1 6-bromobenzo[d]oxazol